C1=CC=C(C=2OC3=C(C21)C=CC=C3)C3=CC=C(C=C3)C3=CC=CC=C3 4-(4-dibenzofuranyl)biphenyl